ClC1=C2C(=CNC2=C(C=C1)N1CCC(CC1)C=1N=NC(=CC1)N1CCC(CC1)CN1CCC(CC1)N1C=CC2=C(C=CC=C12)N1C(NC(CC1)=O)=O)C#N 4-Chloro-7-(4-{6-[4-({4-[4-(2,4-dioxo-1,3-diazinan-1-yl)-1H-indol-1-yl]piperidin-1-yl}methyl)piperidin-1-yl]pyridazin-3-yl}piperidin-1-yl)-1H-indole-3-carbonitrile